FC(CN1N=CC=2C1=NC(=CN2)N2CCC1(CN(C1)C1=CC(=NC=C1)C(F)(F)F)CC2)F 7-[1-(2,2-difluoroethyl)-1H-pyrazolo[3,4-b]pyrazin-6-yl]-2-[2-(trifluoromethyl)pyridin-4-yl]-2,7-diazaspiro[3.5]nonane